[PH2](=O)N phosphinyl-amine